2,3,5,6-tetramethylbenzyl chloride CC1=C(CCl)C(=C(C=C1C)C)C